N-(5-(4-chloro-2-(4-(1-methylpiperidin-4-yl)phenyl)-1H-pyrrolo[2,3-b]pyridin-3-yl)-2,3-dimethylphenyl)acrylamide ClC1=C2C(=NC=C1)NC(=C2C=2C=C(C(=C(C2)NC(C=C)=O)C)C)C2=CC=C(C=C2)C2CCN(CC2)C